C(#N)C1=CNC2=C(C=CC(=C12)C)NS(=O)(=O)C=1C=NN(C1)[C@H](C(F)F)CO N-(3-cyano-4-methyl-1H-indol-7-yl)-1-[(1S)-2,2-difluoro-1-(hydroxymethyl)ethyl]pyrazole-4-sulfonamide